1,2-Diiodoethyl-Tin Tri-Tert-Butoxide CC(C)(C)[O-].CC(C)(C)[O-].CC(C)(C)[O-].IC(CI)[Sn+3]